(1R)-1-[(7S)-14-fluoro-5,9-dioxa-2,11,18-triazatetracyclo[8.8.0.02,7.012,17]octadeca-1(18),10,12,14,16-pentaen-16-yl]ethanamine FC=1C=C2N=C3OC[C@@H]4COCCN4C3=NC2=C(C1)[C@@H](C)N